palmitoyl-palmitic acid amide C(CCCCCCCCCCCCCCC)(=O)C(C(=O)N)CCCCCCCCCCCCCC